(2Z,4E,6E,8E)-9-(3-(1H-imidazol-1-yl)-2,6,6-trimethylcyclohex-1-en-1-yl)-3,7-dimethyl-N-phenethylnona-2,4,6,8-tetraenamide N1(C=NC=C1)C1C(=C(C(CC1)(C)C)/C=C/C(=C/C=C/C(=C\C(=O)NCCC1=CC=CC=C1)/C)/C)C